FC1=C(C=CC=C1)NC1=CC=C2C(=NNC2=C1)NC(C1=CC=C(C=C1)O[C@H]1CN(CCC1)C)=O |o1:26| rel-(R)-N-(6-((2-fluorophenyl)amino)-1H-indazol-3-yl)-4-((1-methylpiperidin-3-yl)oxy)benzamide